C(C)(C)(C)N(C([O-])=O)C[C@@]1(CNCCC1)F.C1(C=CC=C1)[NH2+]C1C=CC=C1 dicyclopentadienyl-ammonium tert-butyl-(R)-((3-fluoropiperidin-3-yl)methyl)carbamate